O=C1N(C2=CC=C(C=C2CC1)C1=CC=C(C=C1)C(F)(F)F)CC(C(=O)O)=C 2-[[2-oxo-6-[4-(trifluoromethyl)phenyl]-3,4-dihydroquinolin-1-yl]methyl]prop-2-enoic acid